5-(2-fluoro-6-hydroxy-4-(((6-methylpyrazin-2-yl)amino)methyl)phenyl)-1,2,5-thiadiazolidin-3-one 1,1-dioxide FC1=C(C(=CC(=C1)CNC1=NC(=CN=C1)C)O)N1CC(NS1(=O)=O)=O